dibenzocyclooctadecane-18-ol C1=CC=CC2=C1CCCCC(CCCCCCCCCC1=C2C=CC=C1)O